C(C1=CC=CC=C1)OC(=O)N1C(C(CCC1)NC(=O)OC(C)(C)C)COC 3-(tert-Butoxycarbonylamino)-2-(methoxymethyl)piperidine-1-carboxylic acid benzyl ester